ClC1=CC(=C(C=C1)NC(CC(=O)NC1=C(C=C(C=C1)Cl)C)=O)C N1,N3-bis(4-chloro-2-methylphenyl)malonamide